(R)-1-trityl-aziridine-2-carboxylic acid lithium salt [Li+].C(C1=CC=CC=C1)(C1=CC=CC=C1)(C1=CC=CC=C1)[N@]1C(C1)C(=O)[O-]